(R)-7-bromo-8-chloro-3-cyclohexyl-2-methyl-5-phenyl-2,3,4,5-tetrahydrobenzo[f][1,2,5]thiadiazepine 1,1-dioxide BrC=1C(=CC2=C(N(C[C@H](N(S2(=O)=O)C)C2CCCCC2)C2=CC=CC=C2)C1)Cl